tert-butyl 2-((3-(4-butoxybenzyl)-1,2,4-oxadiazol-5-yl)methyl)acrylate C(CCC)OC1=CC=C(CC2=NOC(=N2)CC(C(=O)OC(C)(C)C)=C)C=C1